tetramethylphosphine chloride [Cl-].CP(C)(C)C